(S)-9-[2-(3-Fluoro-pyridin-2-yl)-2-oxo-ethyl]-2-((R)-3-methyl-morpholin-4-yl)-8-trifluoromethyl-6,7,8,9-tetrahydro-pyrimido[1,2-a]-pyrimidin-4-one FC=1C(=NC=CC1)C(CN1[C@@H](CCN2C1=NC(=CC2=O)N2[C@@H](COCC2)C)C(F)(F)F)=O